trans-N-(7-chloro-6-(1-(oxetan-3-yl)piperidin-4-yl)isoquinolin-3-yl)-2-fluorocyclopropane-1-carboxamide ClC1=C(C=C2C=C(N=CC2=C1)NC(=O)[C@H]1[C@@H](C1)F)C1CCN(CC1)C1COC1